4-[6-(4-Chloro-phenyl)-4-cyano-3-hydroxy-pyridin-2-yl]-4-oxo-butyric acid ethyl ester C(C)OC(CCC(=O)C1=NC(=CC(=C1O)C#N)C1=CC=C(C=C1)Cl)=O